5-phenyl-N-[[6-(tetrahydropyran-4-ylmethyl)-6-azaspiro[2.5]octan-2-yl]methyl]thiazol-2-amine C1(=CC=CC=C1)C1=CN=C(S1)NCC1CC12CCN(CC2)CC2CCOCC2